BrC1=CC=2N(C(=N1)Cl)C=C(N2)C(=O)OCC ethyl 7-bromo-5-chloroimidazo[1,2-c]pyrimidine-2-carboxylate